N(=[N+]=[N-])CCOCCOCCOCCOCCC 1-Azido-3,6,9,12-tetraoxapentadecan